NC1=NC=2C=C(C(=CC2C2=C1COC2)C(=O)N2C(CC[C@@H](C2)C)C=2C=C(C1=C(CC3(CCN(CC3)C)O1)C2)F)F (4-amino-7-fluoro-1,3-dihydrofuro[3,4-c]quinolin-8-yl)((5S)-2-(7-fluoro-1'-methyl-3H-spiro[benzofuran-2,4'-piperidin]-5-yl)-5-methylpiperidin-1-yl)methanone